C1(CC1)C1=CC=C(C=N1)C(=O)N1C=NC=C1 (6-cyclopropylpyridin-3-yl)(1H-imidazol-1-yl)methanone